C1(=CCC1)C(=O)O cyclobutene-1-carboxylic acid